NC([C@@](CO)(C)NC(=O)C1=C(OC2=C1C=C(C=C2)OCC2=NC=CC=C2)C)=O (S)-N-(1-amino-3-hydroxy-2-methyl-1-oxopropan-2-yl)-2-methyl-5-(pyridin-2-ylmethoxy)benzofuran-3-carboxamide